3-amino-4-[(3-cyclohexyl-1-methoxy-1-oxopropan-2-yl)amino]-4-oxobutanoic acid NC(CC(=O)O)C(=O)NC(C(=O)OC)CC1CCCCC1